3-bromo-N-(3-bromo-4-methoxyphenyl)propionamide sodium [Na].BrCCC(=O)NC1=CC(=C(C=C1)OC)Br